4-(2-Azidoethyl)phenol N(=[N+]=[N-])CCC1=CC=C(C=C1)O